(R or S)-1-((3-(2-(5-fluorothiophen-2-yl)ethyl)-1-(2-(6-methylpyridin-3-yl)propan-2-yl)pyrrolidin-3-yl)methyl)guanidine FC1=CC=C(S1)CC[C@]1(CN(CC1)C(C)(C)C=1C=NC(=CC1)C)CNC(=N)N |o1:8|